4,7-bis(4-formylbenzyl)-1H-benzimidazole C(=O)C1=CC=C(CC2=CC=C(C=3NC=NC32)CC3=CC=C(C=C3)C=O)C=C1